Tri-(4-heptyl)citrate CCCC(CCC)C(C(C(C(=O)[O-])(C(CCC)CCC)C(CCC)CCC)(O)C(=O)[O-])C(=O)[O-]